N-[2-Methoxy-4-(1-methylpyrazol-4-yl)phenyl]-5-methyl-3-phenyl-isoxazole-4-carboxamide COC1=C(C=CC(=C1)C=1C=NN(C1)C)NC(=O)C=1C(=NOC1C)C1=CC=CC=C1